FC=1C2=C(SC1F)C=CC=C2 difluorobenzo[b]thiophene